1-[(6-chloro-2-cyanopyridin-3-yl)methyl]-1H-pyrazole-4-carboxylic acid ethyl ester C(C)OC(=O)C=1C=NN(C1)CC=1C(=NC(=CC1)Cl)C#N